butyric acid-beta-phenylethyl ester C1(=CC=CC=C1)CCOC(CCC)=O